(S)-2-amino-N-(1-(8-((6,7-dihydro-5H-pyrazolo[5,1-b][1,3]oxazin-3-yl)ethynyl)-1-oxo-2-phenyl-1,2-dihydroisoquinolin-3-yl)ethyl)pyrazole NN1N(C=CC1)[C@@H](C)C=1N(C(C2=C(C=CC=C2C1)C#CC=1C=NN2C1OCCC2)=O)C2=CC=CC=C2